2-fluoro-4-(5-fluoropyridin-2-yloxy)benzonitrile FC1=C(C#N)C=CC(=C1)OC1=NC=C(C=C1)F